C[C@]1(CO1)C(=O)O (S)-2-methyl-epoxyethane-2-carboxylic acid